FC1=C(C(=CC(=C1)OC)F)[C@H]1[C@@H](C(NC1)=O)NC=1OC(=NN1)C1=CC=C(C=C1)OC(F)(F)F (3S,4R)-4-(2,6-Difluoro-4-methoxyphenyl)-3-({5-[4-(trifluoromethoxy)phenyl]-1,3,4-oxadiazol-2-yl}amino)pyrrolidin-2-on